C(C)OC(=O)N1C(NC2=NC=C(C=C21)Br)=O 6-bromo-2-oxo-2,3-dihydro-1H-imidazo[4,5-b]Pyridine-1-carboxylic acid ethyl ester